BrC=1CCOCC1 4-bromo-3,6-dihydro-2H-pyran